N-(3-(1,4-dioxa-8-azaspiro[4.5]decan-8-yl)benzyl)-2-(9-(pyridin-2-yl)-6-oxaspiro[4.5]decan-9-yl)ethylamine O1CCOC12CCN(CC2)C=2C=C(CNCCC1(CCOC3(CCCC3)C1)C1=NC=CC=C1)C=CC2